monosodium 2,5-dicarboxybenzenesulfonate C(=O)(O)C1=C(C=C(C=C1)C(=O)O)S(=O)(=O)[O-].[Na+]